6-chloro-1-(2-(1,1-difluoroethyl)pyrimidin-4-yl)-3-(9-methyl-3,9-diazabicyclo[3.3.1]non-3-yl)-1H-pyrazolo[4,3-C]pyridine ClC1=CC2=C(C=N1)C(=NN2C2=NC(=NC=C2)C(C)(F)F)N2CC1CCCC(C2)N1C